2-chloro-5-methyl-6,7-dihydro-5H-pyrrolo[3,4-b]pyridine ClC1=CC=C2C(=N1)CNC2C